4-(7-chloro-6-(2-fluoro-6-hydroxyphenyl)-4-(piperidin-1-yl)phthalazine-1-yl)piperazine-1-carboxylic acid tert-butyl ester C(C)(C)(C)OC(=O)N1CCN(CC1)C1=NN=C(C2=CC(=C(C=C12)Cl)C1=C(C=CC=C1O)F)N1CCCCC1